C1CCC2=C(C=CC=C12)NC1=C(C=C2C(=N1)NN=C2O)F 6-((2,3-dihydro-1H-inden-4-yl)amino)-5-fluoro-1H-pyrazolo[3,4-b]pyridin-3-ol